CN(C1=CC=C(C=N1)NCC1=CC(=C(C(=C1)OCC1=CC=C(C=C1)OC)N1CC(NS1(=O)=O)=O)F)C 5-[4-[[[6-(dimethylamino)-3-pyridyl]amino]methyl]-2-fluoro-6-[(4-methoxyphenyl)methoxy]phenyl]-1,1-dioxo-1,2,5-thiadiazolidin-3-one